2-(4-hydroxy-3,5-dipentylphenyl)acetic acid OC1=C(C=C(C=C1CCCCC)CC(=O)O)CCCCC